OCC1(CCCCC1)CC1=C(C(=O)N)C=CC=C1 ((1-(hydroxymethyl)cyclohexyl)methyl)benzamide